COC=1C=C(C=CC1OCC=1C=NC(=CC1)COC)NC1=C(C=2N=C(C=NC2C=C1)N1CCOCC1)C#N 6-((3-methoxy-4-((6-(methoxymethyl)pyridin-3-yl)methoxy)phenyl)amino)-3-morpholinoquinoxaline-5-carbonitrile